ClC1=C(C=CC=C1C1=NC=CC(=C1Cl)NC1=C(C(=CC=C1)CN1CC(C1)COC)F)C1=CC=C(C(=N1)OC)CNC[C@H]1CCC(N1)=O (R)-5-((((6-(2-chloro-3-(3-chloro-4-((2-fluoro-3-((3-(methoxymethyl)azetidin-1-yl)methyl)phenyl)amino)pyridin-2-yl)phenyl)-2-methoxypyridin-3-yl)methyl)amino)methyl)pyrrolidin-2-one